C1(=CC=CC=C1)C1C(C(C1)C1=CC=CC=C1)(C(=O)O)C(=O)O 2,4-diphenylcyclobutanedicarboxylic acid